2-(4-(4-chlorophenylsulfonamido)phenyl)-N-cyclohexyloxazole-4-carboxamide ClC1=CC=C(C=C1)S(=O)(=O)NC1=CC=C(C=C1)C=1OC=C(N1)C(=O)NC1CCCCC1